O[C@H](CCCCCC)C\C=C/CCCCCCCC(CCCCCCC\C=C/C[C@@H](CCCCCC)O)=O (7R,9Z,26Z,29R)-7,29-dihydroxypentatriaconta-9,26-dien-18-one